tert-Butyl 8'-bromo-9'-chloro-7'-fluoro-3'-oxo-5'-(2-(piperidin-1-yl)ethoxy)-3',4'-dihydro-1'H-spiro[piperidine-4,2'-pyrazino[2,3-c]quinoline]-1-carboxylate BrC=1C(=CC=2C3=C(C(=NC2C1F)OCCN1CCCCC1)NC(C1(N3)CCN(CC1)C(=O)OC(C)(C)C)=O)Cl